4-(5-(1-methyl-1H-1,2,3-triazol-5-yl)benzo[d]oxazol-2-yl)picolinic acid methyl ester COC(C1=NC=CC(=C1)C=1OC2=C(N1)C=C(C=C2)C2=CN=NN2C)=O